[Ho+3].C[Si]([N-][Si](C)(C)C)(C)C.C[Si]([N-][Si](C)(C)C)(C)C.C[Si]([N-][Si](C)(C)C)(C)C tris(N,N-bis(trimethylsilyl)amide) holmium (III)